CN1C(=C(C2=CC=CC=C12)NC1=CC(=CC=C1)C(F)(F)F)C(=O)N[C@H](C)C1=CC=C(C(=O)O)C=C1 (R)-4-(1-(1-methyl-3-((3-(trifluoromethyl)phenyl)amino)-1H-indole-2-carboxamido)ethyl)Benzoic acid